tricyclohexyl-tin hydride C1(CCCCC1)[SnH](C1CCCCC1)C1CCCCC1